(3,4-dichlorophenyl) isothiocyanate ClC=1C=C(C=CC1Cl)N=C=S